[C@H]12CN(C[C@H](CC1)N2)C2=NC(=NC=1C[C@@]3(CN(C4=CC=CC=C4C3)C)CCC21)OC[C@H]2N(CCC2)C(C)C (R)-4-((1R,5S)-3,8-diazabicyclo[3.2.1]octan-3-yl)-2-(((S)-1-isopropylpyrrolidin-2-yl)methoxy)-1'-methyl-1',4',5,8-tetrahydro-2'H,6H-spiro[quinazoline-7,3'-quinoline]